ClC=1C(=NC=CC1OC1=NC=C(C=N1)N)NCC1=CC=C(C=C1)OC 2-((3-chloro-2-((4-methoxybenzyl)amino)pyridin-4-yl)oxy)pyrimidin-5-amine